di(2-aminoethyl)propanediamine NCCC(C(N)N)(C)CCN